(6Ar,10aR)-3-(4-iodobutyl)-6,6,6a,9-tetramethyl-8,10a-dihydro-7H-benzo[c]chromen-1-ol ICCCCC=1C=C(C=2[C@H]3[C@](C(OC2C1)(C)C)(CCC(=C3)C)C)O